ClC1=C(C=CC=C1C#N)C1=CC=C(C=C1)F chloro-4'-fluoro-[1,1'-biphenyl]-3-carbonitrile